[Cl-].C(CCCCCCCCCCCCCCCCC)(=O)[N+](C)(C)C(CCCCCCCCCCCCCCCCC)=O distearoyl-dimethyl-ammonium chloride